COC1=CC=C(C(=N1)C)NC1=CC2=C(C=N1)N(C(N2C2CCOCC2)=O)C 6-((6-methoxy-2-methylpyridin-3-yl)amino)-3-methyl-1-(tetrahydro-2H-pyran-4-yl)-1,3-dihydro-2H-imidazo[4,5-c]pyridin-2-one